ClC1=C(C=C2C=C(C=NC2=C1)C(=O)N[C@@H]1CN[C@H](CC1)C=1OC(=NN1)OCCOC(F)(F)F)F 7-chloro-6-fluoro-N-[(3S,6R)-6-{5-[2-(trifluoromethoxy)ethoxy]-1,3,4-oxadiazol-2-yl}piperidin-3-yl]quinoline-3-carboxamide